3-(dimethylamino)-1-(2-thienyl)-1-propanol CN(CCC(O)C=1SC=CC1)C